C1(CC1)N1C=CC2=C(C=C(C=C12)F)C1=CC(=C2NC(C=3N(C2=C1F)C(=NN3)C)(C)C)CC 8-(1-Cyclopropyl-6-fluoro-1H-indol-4-yl)-6-ethyl-9-fluoro-1,4,4-trimethyl-5H-[1,2,4]triazolo[4,3-a]quinoxaline